C(C=C)(=O)OOCCC#N cyanoethoxy acrylate